COC1=C(C=CC(=N1)P(C)(C)=O)NCC#C (6-methoxy-5-(prop-2-yn-1-ylamino)pyridin-2-yl)dimethylphosphine oxide